(2S)-7-[6-(Difluoromethyl)imidazo[1,5-a]pyrimidin-2-yl]oxy-6-fluoro-N-(2-oxo-2-pyrrolidin-1-yl-ethyl)-N-[(2R)-2-cyclobutyl-2-phenyl-ethyl]chromane-2-carboxamide FC(C1=NC=C2N1C=CC(=N2)OC2=C(C=C1CC[C@H](OC1=C2)C(=O)N(C[C@@H](C2=CC=CC=C2)C2CCC2)CC(N2CCCC2)=O)F)F